C(C)(CC)N1N=C(C(=C1C=O)Cl)C 1-SEC-BUTYL-4-CHLORO-3-METHYL-1H-PYRAZOLE-5-CARBALDEHYDE